(S)-4-benzyl-3-(3-(3,4-dimethoxyphenyl)propanoyl)-2-oxazolidinone C(C1=CC=CC=C1)[C@@H]1N(C(OC1)=O)C(CCC1=CC(=C(C=C1)OC)OC)=O